N-(3-(2-(4-(2,3-dichlorophenyl)piperazin-1-yl)ethyl)cyclobutyl)-1H-indole-2-carboxamide ClC1=C(C=CC=C1Cl)N1CCN(CC1)CCC1CC(C1)NC(=O)C=1NC2=CC=CC=C2C1